FC(CCCN1C[C@H](CC1)N1C(=NC=2C1=C1C(=NC2)NC=C1)[C@@H](C)O)(F)F (R)-1-(1-((S)-1-(4,4,4-trifluorobutyl)pyrrolidin-3-yl)-1,6-dihydroimidazo[4,5-d]pyrrolo[2,3-b]pyridin-2-yl)ethanol